2-(6-ethynyl-2-oxoquinolin-1(2H)-yl)acetic acid C(#C)C=1C=C2C=CC(N(C2=CC1)CC(=O)O)=O